C(C)(C)(C)OC(=O)NC12C(C(C1)C2)C(=O)O 3-(tert-butoxycarbonylamino)bicyclo[1.1.1]pentane-2-carboxylic acid